BrCC1=C(C=C(C=C1F)C#C)F 2-(bromomethyl)-5-ethynyl-1,3-difluorobenzene